C(CCCC)OCCCCC amyloxide